S-(2-((tert-butyldimethylsilyl)oxy)ethyl) 2-(triphenyl-λ5-phosphaneylidene)ethanethioate C1(=CC=CC=C1)P(=CC(SCCO[Si](C)(C)C(C)(C)C)=O)(C1=CC=CC=C1)C1=CC=CC=C1